4-(4-(4-chloro-7,7-dimethyl-5-oxo-5,7-dihydroindolo[1,2-a]quinazolin-9-yl)piperidin-1-yl)-2-(2,6-dioxopiperidin-3-yl)isoindoline-1,3-dione ClC=1C=2C(N=C3N(C2C=CC1)C1=CC=C(C=C1C3(C)C)C3CCN(CC3)C3=C1C(N(C(C1=CC=C3)=O)C3C(NC(CC3)=O)=O)=O)=O